1-(2-chlorophenyl)-5-methoxy-4-(methylamino)-7-(trifluoromethyl)-quinazolin-2(1H)-one ClC1=C(C=CC=C1)N1C(N=C(C2=C(C=C(C=C12)C(F)(F)F)OC)NC)=O